2-methyl-4-(3-(2-oxopyrrolidin-1-yl)phenyl)-5,7-dihydro-6H-pyrrolo[3,4-d]pyrimidine-6-carbonitrile CC=1N=C(C2=C(N1)CN(C2)C#N)C2=CC(=CC=C2)N2C(CCC2)=O